[Li+].C(C1=CC=CC=C1)C1=NC(=NO1)C(=O)[O-] 5-benzyl-1,2,4-oxadiazole-3-carboxylic acid lithium salt